N,N-diethyl-dithiocarbamic acid allyl ester C(C=C)SC(N(CC)CC)=S